4-benzylsulfanyl-7-chloro-N-methyl-isoquinolin-1-amine C(C1=CC=CC=C1)SC1=CN=C(C2=CC(=CC=C12)Cl)NC